(((trans-4-(hydroxymethyl)cyclohexyl)thio)methyl)-8-methylquinazolin OC[C@@H]1CC[C@H](CC1)SCC1=NC2=C(C=CC=C2C=N1)C